2-(6-(2,5-dichloropyrimidin-4-yl)-8-fluoro-4-isopropylquinazolin-2-yl)propan-2-ol ClC1=NC=C(C(=N1)C=1C=C2C(=NC(=NC2=C(C1)F)C(C)(C)O)C(C)C)Cl